CN1C(=CC2=CC=CC=C12)C(=O)NC(C(=O)O)C [(1-Methyl-1H-indole-2-carbonyl)amino]propanoic acid